1-(6-(5,6-Dimethoxypyridin-3-yl)-[1,2,4]triazolo[1,5-A]pyridin-2-yl)-3-(2-(pyridin-3-yloxy)ethyl)urea COC=1C=C(C=NC1OC)C=1C=CC=2N(C1)N=C(N2)NC(=O)NCCOC=2C=NC=CC2